C[Bi]=S methylbismuthanethione